tert-butyl 4-[5-[3-[2-chloro-3-[[ethyl(methyl)sulfamoyl]amino]-6-fluoro-benzoyl]-1H-pyrrolo[2,3-b]pyridin-5-yl]-2-pyridyl]piperazine-1-carboxylate ClC1=C(C(=O)C2=CNC3=NC=C(C=C32)C=3C=CC(=NC3)N3CCN(CC3)C(=O)OC(C)(C)C)C(=CC=C1NS(N(C)CC)(=O)=O)F